ClC1=NC(=CC(=N1)N1C[C@@H]2C([C@@H]2C1)CC(=O)OCC)C(F)(F)F ethyl {(1R,5S,6s)-3-[2-chloro-6-(trifluoromethyl)pyrimidin-4-yl]-3-azabicyclo[3.1.0]hex-6-yl}acetate